decyl 6-((3-((6-((3-hexyl)oxy)-6-oxohexyl)(2-hydroxyethyl)amino)propyl)(2-hydroxyethyl)amino)hexanoate CCC(CCC)OC(CCCCCN(CCCN(CCCCCC(=O)OCCCCCCCCCC)CCO)CCO)=O